The molecule is a hydrochloride resulting from the formal reaction of equimolar amounts of prinomastat and hydrogen chloride. A selective inhibitor with of matrix metalloproteinases (MMPs) 2, 3, 9, 13, and 14. It has a role as a matrix metalloproteinase inhibitor, an antineoplastic agent and an EC 3.4.24.35 (gelatinase B) inhibitor. It contains a prinomastat(1+). CC1([C@@H](N(CCS1)S(=O)(=O)C2=CC=C(C=C2)OC3=CC=NC=C3)C(=O)NO)C.Cl